COCCC1N(CCCC1)C Methoxyethyl-methylpiperidine